F\C=C(\CNC(OC(C)(C)C)=O)/COC=1C=C2CCN(C(C2=CC1)=O)C1=CC=C(C=C1)C t-butyl N-[(Z)-3-fluoro-2-[(1-oxo-2-(p-methylphenyl)-3,4-dihydroisoquinolin-6-yl)oxymethyl]allyl]carbamate